N(=[N+]=[N-])CC1CCN(CC1)CCNS(=O)(=O)C1=CC2=C(OCCCO2)C=C1 N-(2-(4-(azidomethyl)piperidin-1-yl)ethyl)-3,4-dihydro-2H-benzo[b][1,4]dioxepine-7-sulfonamide